CC=1C(=CC(=C(C(=O)C2=CC=CC=C2)C1)CC)C 5-methyl-ethyl-4-methylbenzophenone